IC1=C(C=CC=C1)C#CC1=C(N(C)C)C=CC=C1 2-((2-iodophenyl)ethynyl)-N,N-dimethylaniline